C(C)OC(=O)C1=NN(C(=C1)C)C1=CC=C(CC2=CC=C(C=C2)C23CCC(CC2)CC3)C=C1 4-(4-(4-(3-(ethoxycarbonyl)-5-methyl-1H-pyrazol-1-yl)benzyl)phenyl)bicyclo[2.2.2]Octane